N-[[4-(1H-pyrazol-3-yl)-1-[4-(trifluoromethoxy)phenyl]pyrazolo[3,4-b]pyridin-3-yl]methyl]prop-2-enamide N1N=C(C=C1)C1=C2C(=NC=C1)N(N=C2CNC(C=C)=O)C2=CC=C(C=C2)OC(F)(F)F